Chloroethyl hexyl carbonate C(OCCCl)(OCCCCCC)=O